C(C)C1=C(O[Na])C=CC=C1 ethyl-phenoxysodium